4-(3-isothiocyanato-5-(trifluoromethyl)phenyl)-1-methylpiperidine N(=C=S)C=1C=C(C=C(C1)C(F)(F)F)C1CCN(CC1)C